Methyl (2R)-2-((5-(3-cyclopropoxyphenyl)-1-(1-methyl-1H-indazol-7-yl)-1H-pyrazol-3-yl)methoxy)-2-methylbutanoate C1(CC1)OC=1C=C(C=CC1)C1=CC(=NN1C=1C=CC=C2C=NN(C12)C)CO[C@@](C(=O)OC)(CC)C